OCCCCCC\C=C/CCCCCCCC(=O)O (Z)-16-hydroxyhexadec-9-enoic acid